3-(6-(aminomethyl)-4-methoxy-1-oxoisoindolin-2-yl)piperidine-2,6-dione NCC1=CC(=C2CN(C(C2=C1)=O)C1C(NC(CC1)=O)=O)OC